C(C1=CC=CC=C1)C1=NN=C(S1)N 5-benzyl-1,3,4-thiadiazol-2-amine